methyl-d3 4-amino-1-(4-((1R)-1-hydroxyethyl)phenyl)-2-oxo-7-(trifluoro methyl)pyrido[2,3-b]pyridin-3-carboxylate NC1=C(C(N(C2=NC(=CC=C21)C(F)(F)F)C2=CC=C(C=C2)[C@@H](C)O)=O)C(=O)OC([2H])([2H])[2H]